5-((2-(4-((4-cyano-3-cyclopropylbenzyl)amino)butoxy)ethyl)amino)benzo[c][2,6]naphthyridine-8-carboxamide C(#N)C1=C(C=C(CNCCCCOCCNC2=NC3=C(C4=CN=CC=C24)C=CC(=C3)C(=O)N)C=C1)C1CC1